1-(3,5-dimethylpyrazin-2-yl)-1H-1,2,3-triazole-4-carboxylic acid CC=1C(=NC=C(N1)C)N1N=NC(=C1)C(=O)O